N-(3-(3-chloro-7-(trifluoromethyl)imidazo[1,2-c]pyrimidin-2-yl)-4-(ethylsulfonyl)-1-methyl-1H-pyrazol-5-yl)-2,2,2-trifluoroacetamide ClC1=C(N=C2N1C=NC(=C2)C(F)(F)F)C2=NN(C(=C2S(=O)(=O)CC)NC(C(F)(F)F)=O)C